(S)-N-(2,5-diaminopentyl)-6-(p-tolyl)-1H-indole-2-carboxamide hydrogen chloride salt Cl.N[C@H](CNC(=O)C=1NC2=CC(=CC=C2C1)C1=CC=C(C=C1)C)CCCN